7-bromo-N-methyl-1-((2-(trimethylsilyl)ethoxy)methyl)-1H-pyrazolo[4,3-c]pyridin-4-amine BrC=1C2=C(C(=NC1)NC)C=NN2COCC[Si](C)(C)C